OC=1C=C(C=CC1)OP(O)(O)=O 3-hydroxyphenyl-phosphoric acid